N-[1-(2,2-difluoroethyl)-1H-pyrazolo[3,4-b]pyrazin-6-yl]-2-[4-(trifluoromethyl)pyridin-2-yl]-2-azaspiro[4.4]nonan-7-amine FC(CN1N=CC=2C1=NC(=CN2)NC2CC1(CCN(C1)C1=NC=CC(=C1)C(F)(F)F)CC2)F